BrC=1C(=C(CNCCCNC2=CC(C3=C(N2)C=CS3)=O)C=C(C1)Br)OCCC=1C=NC=CC1 5-{3-[3,5-Dibromo-2-(2-pyridin-3-yl-ethoxy)-benzylamino]-propylamino}-4H-thieno[3,2-b]pyridine-7-one